1,2-dichloroethyltrimethoxysilane ClC(CCl)[Si](OC)(OC)OC